ClC1=C2C(N(C(=NC2=CC=C1SC=1N=CC(=NC1)N1CCC(CC1)(C)CNC(OC(C)(C)C)=O)C)CC1=CC(=CC=C1)S(=O)(=O)F)=O tert-butyl ((1-(5-((5-chloro-3-(3-(fluorosulfonyl)benzyl)-2-methyl-4-oxo-3,4-dihydroquinazolin-6-yl)thio)pyrazin-2-yl)-4-methylpiperidin-4-yl)methyl)carbamate